2-(2-Cyclobutylpyridin-3-yl)-2-((R)-3-(4-((S)-1,2,3,4-tetrahydro-1,8-naphthyridin-2-yl)butoxy)pyrrolidin-1-yl)acetic acid C1(CCC1)C1=NC=CC=C1C(C(=O)O)N1C[C@@H](CC1)OCCCC[C@@H]1NC2=NC=CC=C2CC1